FC=1C(=C(C(=C(C1F)F)F)C1=C(C(=C(C(=C1F)F)F)F)F)B(C1=C(C(=CC(=C1F)F)F)F)C1=C(C(=CC(=C1F)F)F)F (perfluoro-[1,1'-biphenyl]-2-yl)bis(2,3,5,6-tetrafluorophenyl)borane